6-((4,6-dimethyl-2-oxo-1,2-dihydropyridin-3-yl)methyl)-2-(4-(dimethylamino)bicyclo[2.2.2]octan-1-yl)-2,4-dimethyl-7,8-dihydro-[1,3]dioxolo[4,5-g]isoquinolin-5(6H)-one CC1=C(C(NC(=C1)C)=O)CN1C(C=2C(=C3C(=CC2CC1)OC(O3)(C)C31CCC(CC3)(CC1)N(C)C)C)=O